tert-butyl 4-[2-(4-bromo-2-fluorophenyl)-3-carbamoyl-2H-pyrazolo[4,3-b]pyridin-7-yl]piperidine-1-carboxylate BrC1=CC(=C(C=C1)N1N=C2C(N=CC=C2C2CCN(CC2)C(=O)OC(C)(C)C)=C1C(N)=O)F